C[Si](CCCCCCCO)(CCCCCCCCCCCCCCCCCC)C 7-(dimethyl-(octadecyl)silyl)heptan-1-ol